(4-ethoxycarbonylphenyl)boronic acid C(C)OC(=O)C1=CC=C(C=C1)B(O)O